BrCC(=O)N[C@@H](C(C)C)C(=O)N[C@@H](C)C(=O)N[C@@H](CCCCNC([C@H](CCN(C(CO)=O)[C@H](C(C)(C)C)C1=NN(C=C1CC1=CC=CC=C1)C1=C(C=CC(=C1)F)F)N)=O)C(=O)O N-(Bromoacetyl)-L-valyl-L-alanyl-N6-{(2S)-2-amino-4-[{(1R)-1-[4-benzyl-1-(2,5-difluorophenyl)-1H-pyrazol-3-yl]-2,2-dimethylpropyl}(glycoloyl)amino]butanoyl}-L-lysine